Cl.F[C@@H]1C[C@H](CN(C1)C)N (3R,5R)-5-fluoro-1-methyl-piperidin-3-amine hydrochloride